ClC1=C(C=C(OCC(=O)NC23CC(C2)(C3)NC(CC3=CC=CC=C3)=O)C=C1)F 2-(4-chloro-3-fluorophenoxy)-N-[3-(2-phenylacetylamino)bicyclo[1.1.1]pentan-1-yl]acetamide